FC(OC1=C(C=CC=C1)C(C)=O)(F)F 1-(2-(trifluoromethoxy)phenyl)ethanone